C1(CCC1)C=1C(=NN(C1C1=CC=C(C=C1)OC(F)(F)F)C)NC(=O)C1(CC1)C(F)(F)F N-(4-cyclobutyl-1-methyl-5-(4-(trifluoromethoxy)phenyl)-1H-pyrazol-3-yl)-1-(trifluoromethyl)cyclopropane-1-carboxamide